Cl.C[C@@H]1N[C@H](COC1)C (3s,5s)-3,5-dimethylmorpholin hydrochloride